C(C)(C)(C)OC(NC1(COC(OC1)(C)C)C#C)=O 5-ethynyl-2,2-dimethyl-1,3-dioxan-5-ylcarbamic acid tert-butyl ester